FC1=C(C=CC=C1)C1=C(C(=NC=C1)N1C[C@H](CC1)F)C=1OC(=NN1)CCC(C)C (S)-2-(4-(2-fluorophenyl)-2-(3-fluoropyrrolidin-1-yl)pyridin-3-yl)-5-isopentyl-1,3,4-oxadiazole